CC1=CN=C(S1)C=1C=C(C(=O)O)C=C(C1)OC[C@H]1COCC1 3-(5-methyl-1,3-thiazol-2-yl)-5-[(3R)-tetrahydrofuran-3-ylmethoxy]benzoic acid